1,2-di(pyridin-2-yl)ethane-1,2-dione N1=C(C=CC=C1)C(C(=O)C1=NC=CC=C1)=O